C(C)(C)(C)P(C1=C(C=CC=C1)C1=C(C=C(C=C1C(C)C)C(C)C)C(C)C)C(C)(C)C di-tert-butyl-(2',4',6'-triisopropyl-[1,1'-biphenyl]-2-yl)phosphane